C1COCCN1CC2CN(C(=O)O2)/N=C/C3=CC=C(O3)[N+](=O)[O-] The molecule is an oxazolidinone that is 1,3-oxazolidin-2-one substituted at position 1 by a (5-nitro-2-furyl)methylene]amino group and at position 5 by a morpholin-4-ylmethyl group. An antibacterial formerly used oraly but withdrawn due to toxicity, it is used topically (as the hydrochloride salt) for treatment of ear disorders. It has a role as an antibacterial drug. It is a C-nitro compound, a member of furans, a member of morpholines and an oxazolidinone.